BrC1=NN=C2N1C1=CC=C(C=C1C(=N2)N2CCCC1=CC=C(C=C21)Br)F bromo-5-(7-bromo-3,4-dihydroquinolin-1(2H)-yl)-7-fluoro-[1,2,4]triazolo[4,3-a]quinazoline